methyl 2-((4-(6-((4-chloro-2-fluorobenzofuran-7-yl) methoxy) pyridin-2-yl) cyclohex-3-en-1-yl) methyl)-1-(((S)-oxetan-2-yl) methyl)-1H-thieno[2,3-d]imidazole-5-carboxylate ClC1=CC=C(C2=C1C=C(O2)F)COC2=CC=CC(=N2)C2=CCC(CC2)CC=2N(C1=C(N2)SC(=C1)C(=O)OC)C[C@H]1OCC1